(3-bromo-5-chloro-4-((5-isopropyl-6-oxo-1,6-dihydropyridazin-3-yl)oxy)phenyl)-3,5-dioxo-2,3,4,5-tetrahydro-1,2,4-triazine-6-carbonitrile BrC=1C=C(C=C(C1OC1=NNC(C(=C1)C(C)C)=O)Cl)N1N=C(C(NC1=O)=O)C#N